tert-butyl N-{1-[6-(6-methoxy-2,7-dimethylindazol-5-yl)-1,7-naphthyridin-2-yl]pyrrolidin-3-yl}-N-methylcarbamate COC=1C(=CC2=CN(N=C2C1C)C)C=1C=C2C=CC(=NC2=CN1)N1CC(CC1)N(C(OC(C)(C)C)=O)C